3,6-dichloro-1-(3-((1-(5-fluoro-2-methylpyridin-3-yl)-4-nitro-1H-pyrazol-3-yl)oxy)propyl)-1H-pyrazolo[3,4-d]pyrimidine ClC1=NN(C2=NC(=NC=C21)Cl)CCCOC2=NN(C=C2[N+](=O)[O-])C=2C(=NC=C(C2)F)C